C[C@H](CCCC(C)C)[C@H]1CC[C@@]2([C@@]1(CC[C@]34[C@H]2CC[C@H]5[C@]3(C4)CCC(C5(C)C)O)C)C 9,19-cyclolanostan-3-ol